1,3-dimethylpyrrolinium acetate C(C)(=O)[O-].C[NH+]1C=C(CC1)C